7-chloro-N-(6-(4,5-dimethyl-1H-imidazol-1-yl)-5-methoxypyridin-3-yl)isoquinolin-4-amine phosphate P(=O)(O)(O)O.ClC1=CC=C2C(=CN=CC2=C1)NC=1C=NC(=C(C1)OC)N1C=NC(=C1C)C